4-(2-ethylhexyl)phenylboronic acid C(C)C(CC1=CC=C(C=C1)B(O)O)CCCC